(3S)-N-[3-(2-[[(2S)-2-methoxypropyl]amino]-6-(morpholin-4-yl)pyridin-4-yl)-4-methylphenyl]-3-(2,2,2-trifluoroethyl)pyrrolidine-1-carboxamide CO[C@H](CNC1=NC(=CC(=C1)C=1C=C(C=CC1C)NC(=O)N1C[C@@H](CC1)CC(F)(F)F)N1CCOCC1)C